(2-oxo-2-(1-oxo-2,8-diazaspiro[4.5]decan-8-yl)ethyl)-N-(m-tolyl)piperidine-4-carboxamide O=C(CN1CCC(CC1)C(=O)NC=1C=C(C=CC1)C)N1CCC2(CCNC2=O)CC1